N1C=2N(CC(C1)C(=O)N)CC=CC2 tetrahydro-4H-pyrido[1,2-a]pyrimidin-3-carboxamide